C(C1=CC=CC=C1)OC1=CC(=NC=2C=CN=C(C12)C#N)C1=C(C=C(C(=C1)Cl)C(C)(C)C)C 4-(benzyloxy)-2-(4-(tert-butyl)-5-chloro-2-methylphenyl)-1,6-naphthyridine-5-carbonitrile